C(=CCCCCCC=CCC=C)O dodecen-8,11-dien-1-ol